C(C)(C)O[S@@](=O)C=1C=NC=CC1 (R)-pyridine-3-sulfinic acid isopropyl ester